3-bromo-6-chloro-2-isopropylpyridine BrC=1C(=NC(=CC1)Cl)C(C)C